BrC1=C(C=C(C=C1)OC)C(O)([2H])[2H] (2-bromo-5-methoxyphenyl)methanol-d2